5-cyclopropyl-4-((((3R,4R)-3-fluoropiperidin-4-yl)oxy)methyl)-3-(2-(trifluoromethoxy)phenyl)isoxazole C1(CC1)C1=C(C(=NO1)C1=C(C=CC=C1)OC(F)(F)F)CO[C@H]1[C@@H](CNCC1)F